1-[[3-fluoro-4-(5-(trifluoromethyl)-1,2,4-oxadiazol-3-yl)phenyl]methyl]azepan-2-one methyl-3-((diphenylmethylene)amino)-5-(trifluoromethyl)picolinate COC(C1=NC=C(C=C1N=C(C1=CC=CC=C1)C1=CC=CC=C1)C(F)(F)F)=O.FC=1C=C(C=CC1C1=NOC(=N1)C(F)(F)F)CN1C(CCCCC1)=O